NC1=NC=NN2C1=C(C=C2C2CCNCC2)C2=CC=C(C=C2)NC(=O)C=2C(N(N1C2CCCC1)C1=CC=CC=C1)=O N-(4-(4-amino-7-(piperidin-4-yl)pyrrolo[2,1-f][1,2,4]triazin-5-yl)phenyl)-2-oxo-1-phenyl-1,2,4,5,6,7-hexahydropyrazolo[1,5-a]pyridine-3-carboxamide